C(#N)C1=CNC2=C(C=CC(=C12)C)NS(=O)(=O)C=1C=NN(C1)C1(COC1)CO N-(3-cyano-4-methyl-1H-indol-7-yl)-1-[3-(hydroxymethyl)oxetan-3-yl]pyrazole-4-sulfonamide